5-(1-methylcyclopropoxy)-3-[6-[(3S)-3-methyl-4-[2-(4-piperidyl)ethyl]piperazin-1-yl]pyrimidin-4-yl]-2H-indazole CC1(CC1)OC1=CC2=C(NN=C2C=C1)C1=NC=NC(=C1)N1C[C@@H](N(CC1)CCC1CCNCC1)C